3-(3-(4-chloro-3-trifluoromethylphenyl)ureido)-N-(1,2-dihydroxyethyl)-2,3,4,9-tetrahydro-1H-carbazole-5-carboxamide ClC1=C(C=C(C=C1)NC(NC1CCC=2NC=3C=CC=C(C3C2C1)C(=O)NC(CO)O)=O)C(F)(F)F